4-cyclopropyl-N-[2-(dimethylamino)ethyl]pyrrolidin-3-carboxamid C1(CC1)C1C(CNC1)C(=O)NCCN(C)C